methallylsulfate C(C(C)=C)OS(=O)(=O)[O-]